FC=1C=C2C(=NC1)C=CN2 6-fluoro-1H-pyrrolo[3,2-b]pyridine